4-((3-((tert-butyldimethylsilyl)oxy)bicyclo[4.1.0]heptan-1-yl)oxy)-6-(1-methyl-1H-pyrazol-4-yl)pyrazolo[1,5-a]pyrazine [Si](C)(C)(C(C)(C)C)OC1CC2(CC2CC1)OC=1C=2N(C=C(N1)C=1C=NN(C1)C)N=CC2